CC=1C(=NC(=NC1)NC1=CC(=CC=C1)C(=O)N1CCCC1)N[C@H]1[C@H]([C@@H]2C=C[C@H]1C2)C(=O)N (1S,2S,3R,4R)-3-((5-methyl-2-((3-(pyrrolidine-1-carbonyl)phenyl)amino)pyrimidin-4-yl)amino)bicyclo[2.2.1]hept-5-ene-2-carboxamide